FC=1C(=C(C=CC1)C1=CC=2N3CCN(CC3(C(NC2N=N1)=O)COC)C(=O)OC(C)(C)C)O tert-butyl 4-(3-fluoro-2-hydroxyphenyl)-10-(methoxymethyl)-9-oxo-1,5,6,8,12-pentazatricyclo[8.4.0.02,7]tetradeca-2(7),3,5-triene-12-carboxylate